COC=1C=C2C(=NC=NC2=CC1OCCOC)C1=CC=C(C=C1)NC(CC=1C=NC(=CC1)C(F)(F)F)=O N-(4-(6-methoxy-7-(2-methoxyethoxy)quinazolin-4-yl)phenyl)-2-(6-(trifluoromethyl)pyridin-3-yl)acetamide